COC(=O)C1=C(N=C2C=3C=C(C=NC3C=CN21)C=2C=NN(C2)C2CCOCC2)C.CC=2C(=CC(=C(N)C2)OC)N2CCN(CC2)C 5-methyl-2-methoxy-4-(4-methylpiperazin-1-yl)aniline methyl-2-methyl-9-(1-(tetrahydro-2H-pyran-4-yl)-1H-pyrazol-4-yl)imidazo[2,1-f][1,6]naphthyridine-3-carboxylate